(((6-(2-ethyl-5-fluoro-4-hydroxyphenyl) imidazo[1,5-a]pyridin-8-yl) oxy) methyl) piperidine-1-carboxylate N1(CCCCC1)C(=O)OCOC=1C=2N(C=C(C1)C1=C(C=C(C(=C1)F)O)CC)C=NC2